3-[[4-[(3R)-3-(tert-Butoxycarbonylamino)-5-methyl-hex-1-ynyl]-6-(2,6-dimethylphenyl)pyrimidin-2-yl]sulfamoyl]benzoic acid C(C)(C)(C)OC(=O)N[C@@H](C#CC1=NC(=NC(=C1)C1=C(C=CC=C1C)C)NS(=O)(=O)C=1C=C(C(=O)O)C=CC1)CC(C)C